BrC1=CC=C(C=C1)N1C(N(C2(C1)CCN(CC2)CC2CCC(CC2)(F)F)CC2=CC(=CC=C2)OC)=O 3-(4-bromophenyl)-8-((4,4-difluorocyclohexyl)methyl)-1-(3-methoxybenzyl)-1,3,8-triazaspiro[4.5]decan-2-one